N1C(=CC=C1)C1=CC2=CC=CC=C2C=C1C=1NC=CC1 2,3-bis(1H-pyrrol-2-yl)naphthalene